CC1(OCC(O1)CN1C=NC=2N(C(N(C(C12)=O)CCCCC(CC)(O)CC)=O)C)C 7-((2,2-dimethyl-1,3-dioxolan-4-yl)methyl)-1-(5-ethyl-5-hydroxyheptyl)-3-methyl-1H-purine-2,6(3h,7h)dione